3-(5-ethoxy-6-methoxy-1-oxoisoindolin-2-yl)piperidine-2,6-dione C(C)OC=1C=C2CN(C(C2=CC1OC)=O)C1C(NC(CC1)=O)=O